FC1=CC=C(OC=2C=NC=C(C2C#N)C)C=C1 3-(4-fluorophenoxy)-5-methyl-pyridine-4-carbonitrile